4-(3-chloro-2-fluoro-6-methoxyphenyl)-6-methyl-N-(5-(((4-oxoadamantan-1-yl)oxy)methyl)-1,3,4-thiadiazol-2-yl)nicotinamide ClC=1C(=C(C(=CC1)OC)C1=CC(=NC=C1C(=O)NC=1SC(=NN1)COC12CC3C(C(CC(C1)C3)C2)=O)C)F